5-chloro-6-Methyl-7-nitroquinolin-8-ol ClC1=C2C=CC=NC2=C(C(=C1C)[N+](=O)[O-])O